3-[(3R)-1-acetylpyrrolidin-3-yl]-1-(5-ethynyl-2-{[4-(4-methylpiperazin-1-yl)phenyl]amino}pyrido[2,3-d]pyrimidin-7-yl)urea C(C)(=O)N1C[C@@H](CC1)NC(NC=1C=C(C2=C(N=C(N=C2)NC2=CC=C(C=C2)N2CCN(CC2)C)N1)C#C)=O